O[C@@H]([C@@H](C(=O)OC)NC(=O)OC(C)(C)C)C1=CC=CC=C1 methyl (2s,3r)-3-hydroxy-2-(Boc amino)-3-phenylpropionate